N1(N=CC=C1)C1=CC=C(C=C1)C1=NC(=CC(=C1)C(=O)N1CCN(CC1)S(=O)(=O)C)CCN[C@H]1[C@@H](C1)C1=CC=C(C=C1)F (2-(4-(1H-pyrazol-1-yl)phenyl)-6-(2-(((1R,2S)-2-(4-Fluorophenyl)cyclopropyl)amino)ethyl)pyridin-4-yl)(4-(methylsulfonyl)piperazin-1-yl)methanone